4-[[(2S,3s,4r,5s)-3-(5-chloro-3,4-difluoro-2-methoxy-phenyl)-4,5-dimethyl-5-(trifluoromethyl)tetrahydrofuran-2-carbonyl]amino]pyridine-2-carboxamide ClC=1C(=C(C(=C(C1)[C@H]1[C@H](O[C@@]([C@@H]1C)(C(F)(F)F)C)C(=O)NC1=CC(=NC=C1)C(=O)N)OC)F)F